ClC1=NC(=CC2=C1C(N(C2)C(C)C2CC2)=O)Cl 4,6-dichloro-2-(1-cyclopropylethyl)-1,2-dihydro-3H-pyrrolo[3,4-c]pyridin-3-one